2-(1-Cyclopropyl-1H-pyrazol-4-yl)-5-[({1-[2-fluoro-4-(trifluoromethoxy)phenyl]cyclopropyl}carbonyl)amino]benzoic acid C1(CC1)N1N=CC(=C1)C1=C(C(=O)O)C=C(C=C1)NC(=O)C1(CC1)C1=C(C=C(C=C1)OC(F)(F)F)F